C(CCCCCCCCCCCO)O dodecamethylene glycol